C1(CCC1)NC12CCC(CC1)(CC2)CN2N=C(C=1CN(CCC12)C1=C2C(=NC(=C1)C)N(N=C2)C)C N-cyclobutyl-4-((5-(1,6-dimethyl-1H-pyrazolo[3,4-b]pyridin-4-yl)-3-methyl-4,5,6,7-tetrahydro-1H-pyrazolo[4,3-c]pyridin-1-yl)methyl)bicyclo[2.2.2]octan-1-amine